2,2,2-trifluoro-N-(4-[3-[(3-fluoro-2-methoxyphenyl)amino]-4-oxo-5H,6H,7H-pyrazolo[1,5-a]pyrazin-2-yl]pyridin-3-yl)acetamide FC(C(=O)NC=1C=NC=CC1C1=NN2C(C(NCC2)=O)=C1NC1=C(C(=CC=C1)F)OC)(F)F